3-{[(5-bromopyridin-3-yl)amino]methyl}-N-[(1S,2S)-2-hydroxycyclohexyl]-4-methylbenzamide BrC=1C=C(C=NC1)NCC=1C=C(C(=O)N[C@@H]2[C@H](CCCC2)O)C=CC1C